3-(Heptadecyloxy)-5-(pentadecyloxy)benzyl 4-(4-methylpiperazin-1-yl)butanoate CN1CCN(CC1)CCCC(=O)OCC1=CC(=CC(=C1)OCCCCCCCCCCCCCCC)OCCCCCCCCCCCCCCCCC